N-(4-(2,5-difluorophenyl)-2-morpholinopyridin-3-yl)-3-methoxy-1-meth-yl-1H-pyrazole-4-carboxamide FC1=C(C=C(C=C1)F)C1=C(C(=NC=C1)N1CCOCC1)NC(=O)C=1C(=NN(C1)C)OC